2,3-di(methoxymethoxy)benzaldehyde COCOC1=C(C=O)C=CC=C1OCOC